3-(3-methoxybenzyl)-5-(3-nitrobenzylidene)thiazolidine-2,4-dione COC=1C=C(CN2C(SC(C2=O)=CC2=CC(=CC=C2)[N+](=O)[O-])=O)C=CC1